N[C@@H](CCCCNC(N)=N)C(=O)O L-Homoarginin